The molecule is a dicarboxylic acid anion obtained by deprotonation of the two carboxy groups and the 7-hydroxy group of salvianin. It is a conjugate base of a salvianin. C1=CC(=CC=C1C2=C(C=C3C(=CC(=O)C=C3O[C@H]4[C@@H]([C@H]([C@@H]([C@H](O4)COC(=O)CC(=O)[O-])OC(=O)CC(=O)[O-])O)O)O2)O[C@H]5[C@@H]([C@H]([C@@H]([C@H](O5)COC(=O)/C=C/C6=CC(=C(C=C6)O)O)O)O)O)O